C(C)(C)C1=CC=C(C(N)C(=O)O)C=C1 4-isopropyl-phenylglycine